ClC=1C=C(C=CC1)C1(CC1)C=1NC(C=2CN(CCCC2N1)C(CC=1C=C(C=CC1)C1=CC(=CC=C1)OC(F)(F)F)=O)=O 2-(1-(3-chlorophenyl)cyclopropyl)-6-(2-(3'-(trifluoromethoxy)-[1,1'-biphenyl]-3-yl)acetyl)-3,5,6,7,8,9-hexahydro-4H-pyrimido[5,4-c]azepin-4-one